5-(5-(difluoromethoxy)-6-phenylpyridin-2-yl)-N-(3-(1,1-difluoropropyl)phenyl)-2-methyl-1H-pyrrole-3-carboxamide FC(OC=1C=CC(=NC1C1=CC=CC=C1)C1=CC(=C(N1)C)C(=O)NC1=CC(=CC=C1)C(CC)(F)F)F